O=C1N(CC2=CC(=CC=C12)O[C@@H]1[C@@H](CCCC1)N1C[C@H](CC1)C1=CC=CC=C1)C1C(NC(CC1)=O)=O 3-(1-oxo-5-(((1S,2R)-2-((R)-3-phenylpyrrolidin-1-yl)cyclohexyl)oxy)isoindolin-2-yl)piperidine-2,6-dione